[Br-].C(CCCCCCCCCCCC)N1CN(C=C1)C 1-tridecyl-3-methylimidazole bromide